4-Chloro-3-isopropoxybenzimidohydrazide, hydrochloride salt Cl.ClC1=C(C=C(C(NN)=N)C=C1)OC(C)C